deca-5-ene chloride salt [Cl-].CCCCC=CCCCC